C(C=1C(C(=O)OCCCCCCCC)=CC=CC1)(=O)OCCCCCCCC di(octyl) phthalate